ClC1=C(C=C(C=C1)C=1C=NN(C1)C1=C(C(=NN1C)OS(=O)(=O)C(C(C(C(F)(F)F)(F)F)(F)F)(F)F)C(F)(F)F)C(N(CC)C1(CC1)C#N)=O [5-[4-[4-chloro-3-[(1-cyanocyclopropyl)-ethyl-carbamoyl]phenyl]pyrazol-1-yl]-1-methyl-4-(trifluoromethyl)pyrazol-3-yl]1,1,2,2,3,3,4,4,4-nonafluorobutane-1-sulfonate